racemic-cis-3-[[(tert-butoxy)carbonyl]amino]-4-(methoxymethyl)pyrrolidine-1-carboxylic acid benzyl ester C(C1=CC=CC=C1)OC(=O)N1C[C@H]([C@H](C1)COC)NC(=O)OC(C)(C)C |r|